19-(oxan-2-yl)-9,14-dioxa-4,5,11,19,20-pentaazatetracyclo[13.5.2.12,5.018,21]tricosa-1(20),2(23),3,15,17,21-hexaen-10-one O1C(CCCC1)N1C2=CC=C3OCCNC(OCCCN4N=CC(C(=N1)C2=C3)=C4)=O